phosphorus iron aluminum [Al].[Fe].[P]